FC(C1=NN(C=C1)C1=CC=C(C=N1)S(=O)(=O)NC=1C(=CC=C2C=NN(C12)C)OC)F 6-(3-(DIFLUOROMETHYL)-1H-PYRAZOL-1-YL)-N-(6-METHOXY-1-METHYL-1H-INDAZOL-7-YL)PYRIDINE-3-SULFONAMIDE